(3R,5S,6E)-7-[3-(4-fluorophenyl)-1-(propan-2-yl)-1H-indol-2-yl]-3,5-dihydroxyhept-6-enoic acid FC1=CC=C(C=C1)C1=C(N(C2=CC=CC=C12)C(C)C)/C=C/[C@H](C[C@H](CC(=O)O)O)O